1-(3,3a,4,5,6,6a-hexahydro-1H-cyclopenta[c]pyrrol-2-yl)-3-(4-methylphenyl)sulfonylurea C1N(CC2C1CCC2)NC(=O)NS(=O)(=O)C2=CC=C(C=C2)C